COC(=O)C1C2CCC(CC1C1=CC=C(C=C1)OC)N2C(=O)OC(C)(C)C (+/-)-exo-trans-3-(4-methoxyphenyl)-8-azabicyclo[3.2.1]octane-2,8-dicarboxylic acid 8-tert-butyl 2-methyl ester